6-((3-fluoroazetidin-1-yl)methyl)-2-iminooctanoic acid FC1CN(C1)CC(CCCC(C(=O)O)=N)CC